C(CCCCCCCCCCCCCCCCCCCCC)OC1=C(C=NO)C=CC(=C1)OCCCCCCCCCCCCCCCCCCCCCC (1E)-2,4-Di(docosoxy)benzaldehyde Oxime